COC(=O)C=1N(C(/C(/N1)=C/C1=CC(=C(C(=C1)F)O)F)=O)C.COC=1C=C(C=CC1)C=1NC(=C[N+]1C)C1=CC(=C(C=C1)OC)OC (rac)-2-(3-methoxyphenyl)-3-methyl-5-(3,4-dimethoxyphenyl)imidazolium Methyl-(Z)-4-(3,5-difluoro-4-hydroxybenzylidene)-1-methyl-5-oxo-4,5-dihydro-1H-imidazole-2-carboxylate